O\N=C(/N)\C=1C=C(C(=O)OC)C=CN1 methyl (Z)-2-(N'-hydroxycarbamimidoyl)isonicotinate